BrC1=CC(=C(C(=O)O)C=C1)N1CCC(CC1)CCN1CCN(CC1)S(=O)(=O)C1=CC(=CC=C1)[N+](=O)[O-] 4-bromo-2-(4-(2-(4-((3-nitrophenyl)sulfonyl)piperazin-1-yl)ethyl)piperidin-1-yl)benzoic acid